(4S)-2-{[(2S)-1,4-dioxan-2-yl]methyl}-4-methyl-8-(trifluoromethyl)-4,5-dihydro-2H-furo[2,3-g]indazole-7-carboxylic acid O1[C@H](COCC1)CN1N=C2C3=C(C[C@@H](C2=C1)C)OC(=C3C(F)(F)F)C(=O)O